1-binaphthyl-formaldehyde C1(CC=CC2=CC=CC=C12)(C1=CC=CC2=CC=CC=C12)C=O